6-{3-[(2-Hydroxy-3-phenoxypropyl)carbamoyl]piperidin-1-yl}-N-methyl-1H-indazol-3-carboxamid OC(CNC(=O)C1CN(CCC1)C1=CC=C2C(=NNC2=C1)C(=O)NC)COC1=CC=CC=C1